[Si](C)(C)(C(C)(C)C)OCCN([C@H]1C[C@H](CC1)NC(OC(C)(C)C)=O)C=1C2=C(N=CN1)SC(=C2)CC(F)(F)F Tert-butyl [(1S,3R)-3-{(2-{[tert-butyl(dimethyl)silyl]oxy}ethyl)[6-(2,2,2-trifluoroethyl)thieno[2,3-d]pyrimidin-4-yl]amino}cyclopentyl]carbamate